N-cyclopentyl-4-methyl-5-(2-((5-(4-methylpiperazin-1-yl)pyridin-2-yl)amino)pyrimidin-4-yl)thiazol-2-amine C1(CCCC1)NC=1SC(=C(N1)C)C1=NC(=NC=C1)NC1=NC=C(C=C1)N1CCN(CC1)C